ClC1=C(C=C(C=C1)C(C=O)C1=CC=CC=C1)C=1C(=CC=C(C1F)OC[C@H]1OCCC1)C#N 2'-chloro-6-fluoro-5'-(2-oxo-1-phenylethyl)-5-(((S)-tetrahydrofuran-2-yl)methoxy)-[1,1'-biphenyl]-2-carbonitrile